CC1=C(CC=2C(=NC=C(N2)C2=CC=CC=C2)N[C@@H](CC2=CC=CC=C2)C(=O)OCC)C=CC=C1 Ethyl (3-(2-Methylbenzyl)-5-phenylpyrazin-2-yl)phenylalaninate